(5-bromo-2-chloro-4-fluorophenyl)-[4-(tert-butyldimethylsilanyloxymethyl)thiazol-2-yl]methanone BrC=1C(=CC(=C(C1)C(=O)C=1SC=C(N1)CO[Si](C)(C)C(C)(C)C)Cl)F